FC=1C=2C3CCC(OC[C@H]4[C@H](CCN4C(CCOC2C=CC1)=O)NCC1(CC1)C#N)CC3 |o1:9,10| Rel-1-({[(1s,15S,16R,19s)-3-fluoro-11-oxo-8,18-dioxa-12-azatetracyclo[17.2.2.02,7.012,16]tricosa-2(7),3,5-trien-15-yl]amino}methyl)cyclopropane-1-carbonitrile